C(C)(C)(C)C1=CC=2C(=NC(=CN2)C=2CCC[C@H]([C@@H](N2)CO)C2CC2)N1C [(2R,3S)-7-(6-tert-Butyl-5-methyl-pyrrolo[2,3-b]pyrazin-3-yl)-3-cyclopropyl-3,4,5,6-tetrahydro-2H-azepin-2-yl]methanol